triethylamine glycerate salt C(C(O)CO)(=O)O.C(C)N(CC)CC